1H-Naphthalene C1CC=CC2=CC=CC=C12